4-(2-(4-(hydroxymethyl)-3-nitrobenzamido)ethyl)benzenesulfonyl fluoride OCC1=C(C=C(C(=O)NCCC2=CC=C(C=C2)S(=O)(=O)F)C=C1)[N+](=O)[O-]